cobalt bis(pentamethyl-cyclopentadiene) CC1C(=C(C(=C1C)C)C)C.CC1C(=C(C(=C1C)C)C)C.[Co]